2-(7-chloro-4-((R)-2-methylazetidin-1-yl)-2,6-naphthyridin-1-yl)propanenitrile ClC1=NC=C2C(=CN=C(C2=C1)C(C#N)C)N1[C@@H](CC1)C